NC1=CC2=C(N(N=N2)C2C(NC(CC2)=O)=O)C=C1 3-(5-aminobenzotriazol-1-yl)piperidine-2,6-dione